4-((2-(3,5-dichlorophenyl)quinolin-4-yl)thio)butyl 2-oxo-2H-chromene-3-carboxylate O=C1OC2=CC=CC=C2C=C1C(=O)OCCCCSC1=CC(=NC2=CC=CC=C12)C1=CC(=CC(=C1)Cl)Cl